N-[[5-chloro-2-(4-formylpyridin-2-yl)phenyl]methyl]carbamic acid 9H-fluoren-9-ylmethyl ester C1=CC=CC=2C3=CC=CC=C3C(C12)COC(NCC1=C(C=CC(=C1)Cl)C1=NC=CC(=C1)C=O)=O